ClC=1C=C(C=CC1OCC1=CC=C(C=C1)F)NC1=NC=NC2=CC(=C(C=C12)[N+](=O)[O-])OCCN1CCOCC1 N-(3-chloro-4-((4-fluorobenzyl)oxy)phenyl)-7-(2-morpholinoethoxy)-6-nitroquinazolin-4-amine